FC(C(=O)C1(O)[C@H](N)[C@@H](O)[C@H](O)[C@H](O1)CO)(F)F trifluoroacetylglucosamine